tert-butyl 6-(4-(tert-butyl) phenyl)-1-oxo-3,4-dihydro-2,7-naphthyridine-2(1H)-carboxylate C(C)(C)(C)C1=CC=C(C=C1)C=1C=C2CCN(C(C2=CN1)=O)C(=O)OC(C)(C)C